N-[(6-Amino-2-pyridyl)sulfonyl]-6-(4-ethylcyclohexen-1-yl)-2-(2,4,6-trimethylphenoxy)pyridin-3-carboxamid NC1=CC=CC(=N1)S(=O)(=O)NC(=O)C=1C(=NC(=CC1)C1=CCC(CC1)CC)OC1=C(C=C(C=C1C)C)C